ClC1=C2C=NN(C2=C(C=C1)C(=O)NC1CC2(CCC2)C1)CC1=CC=C(C=C1)C1CC1 (Ra)-6-(4-chloro-1-(4-cyclopropylbenzyl)-1H-indazole-7-carboxamido)spiro[3.3]heptane